N-[(1S)-1-[(1R)-6-[1-(2-amino-1,1-dimethyl-ethyl)pyrazol-4-yl]indan-1-yl]-2-[4-(3,5-dimethyl-1H-pyrazol-4-yl)anilino]-2-oxo-ethyl]-1-fluoro-cyclopropanecarboxamide NCC(C)(C)N1N=CC(=C1)C1=CC=C2CC[C@H](C2=C1)[C@@H](C(=O)NC1=CC=C(C=C1)C=1C(=NNC1C)C)NC(=O)C1(CC1)F